5-Fluoro-2-((piperidin-4-ylthio)methyl)-7-(((tetrahydro-2H-pyran-4-yl)methyl)amino)quinazolin-4(3H)-one FC1=C2C(NC(=NC2=CC(=C1)NCC1CCOCC1)CSC1CCNCC1)=O